N[C@@H](C(=O)N[C@H](C(=O)N[C@@H](CCCCN)C1=NC(=NO1)CC1=CC=C(C=C1)C(C)(C)C)CC1=C(C=C(C=C1C)O)C)CCCNC(=N)N (R)-2-amino-N-((S)-1-(((S)-5-amino-1-(3-(4-(tert-butyl)benzyl)-1,2,4-oxadiazol-5-yl)pentyl)amino)-3-(4-hydroxy-2,6-dimethylphenyl)-1-oxopropan-2-yl)-5-guanidino-pentanamide